choline bicarbonate salt C([O-])(O)=O.OCC[N+](C)(C)C